CC(CC)(C)C1=C(C(=CC=C1)C(CC)(C)C)C(CC)(C)C 1,2,3-tris(1,1-dimethylpropyl)benzene